[Br-].N(N)C(=O)C1=CC=C(C[P+](C)(C)C)C=C1 (4-(hydrazinocarbonyl)benzyl)trimethylphosphonium bromide